C(C1=CC=CC=C1)N1C2=C(OCC1C#N)C=CC(=C2)[N+](=O)[O-] 4-benzyl-6-nitro-3,4-dihydro-2H-benzo[b][1,4]oxazine-3-carbonitrile